FC1(CN(C1)C(/C=C/CN1CCN(CC1)C(=O)N)=O)F 4-[(E)-4-(3,3-difluoro-1-azetidinyl)-4-oxo-2-butenyl]-1-piperazinecarboxamide